ClC1=CC=C2C(=CNC2=C1)S(=O)(=O)NC1=NC=C(C(=N1)OC)OCCC(F)F 6-chloro-N-[5-(3,3-difluoropropoxy)-4-methoxy-pyrimidin-2-yl]-1H-indole-3-sulfonic acid amide